C(C)(C)(C)OC(C1=C(C=C(C=C1)C1=NOC(C1)(C(F)(F)F)C1=CC(=CC(=C1)Cl)Cl)C)=O 4-[5-(3,5-dichlorophenyl)-4,5-dihydro-5-(trifluoromethyl)-3-isoxazolyl]-2-methylbenzoic acid tert-butyl ester